(2-((R)-7-(1,2-dimethyl-1H-benzo[d]imidazol-5-yl)-5-((4R,7S)-4,7-dimethyl-4,5,6,7-tetrahydropyrazolo[1,5-a]pyrazin-2-yl)-3-fluorothieno[2,3-c]pyridin-4-yl)-3,5-difluorophenyl)methanol CN1C(=NC2=C1C=CC(=C2)C=2N=C(C(=C1C2SC=C1F)C1=C(C=C(C=C1F)F)CO)C1=NN2C([C@H](NC[C@@H]2C)C)=C1)C